COC1=C(C(=O)NN)C=CC=C1 2-methoxybenzhydrazide